4-(7-bromo-3-fluoropyrido[1,2-a]indol-10-yl)-2,6-di-tert-butylphenol BrC=1C=CC=2N(C3=CC(=CC=C3C2C2=CC(=C(C(=C2)C(C)(C)C)O)C(C)(C)C)F)C1